C(CCCC)N1CN(C=C1)C 1-amyl-3-methyl-imidazole